4-(3,5-dimethoxybenzyl)pyrrolidine-2-carboxamide Trifluoroacetate salt FC(C(=O)O)(F)F.COC=1C=C(CC2CC(NC2)C(=O)N)C=C(C1)OC